2-carbamoyl-6-fluorophenylboronic acid pinacol ester C(N)(=O)C1=C(C(=CC=C1)F)B1OC(C)(C)C(C)(C)O1